2-(4-(hydroxymethyl)benzyl)isoindoline-1,3-dione OCC1=CC=C(CN2C(C3=CC=CC=C3C2=O)=O)C=C1